N=1C=NN2C1C1=C(C=C2)COC1 7,9-dihydrofuro[3,4-c][1,2,4]triazolo[1,5-a]pyridine